(S)-2-(2-ethoxy-3-fluoro-5-isopropylphenyl)-2-((R)-3-((5-(4-methoxy-5,6,7,8-tetrahydro-1,8-naphthyridin-2-yl)pentyl)oxy)pyrrolidin-1-yl)acetic acid C(C)OC1=C(C=C(C=C1F)C(C)C)[C@@H](C(=O)O)N1C[C@@H](CC1)OCCCCCC1=NC=2NCCCC2C(=C1)OC